ON1C(CN(CC1)O)(C)C 1,4-dihydroxyl-2,2-dimethylpiperazine